ClC1=CC=C(C[C@@H]2[C@H]([C@H]([C@@H](C2)N2N=CC\3=C2NC=N/C3=N/N)O)O)C=C1 (1S,2R,3S,5R)-3-(4-chlorobenzyl)-5-((E)-4-hydrazineylidene-4,7-dihydro-1H-pyrazolo[3,4-d]pyrimidin-1-yl)cyclopentane-1,2-diol